7-(8-ethyl-3-(methoxymethoxy)naphthalen-1-yl-8-fluoropyrido[4,3-d]pyrimidin-4-yl)-3,8-diazabicyclo[3.2.1]octane-8-carboxylate C(C)C=1C=CC=C2C=C(C=C(C12)C=1N=C(C2=C(N1)C(=CN=C2)F)C2CC1CNCC2N1C(=O)[O-])OCOC